COC=1C(=NC=CC1)[C@@H]1[C@@H](O[C@@]([C@@H]1C)(C(F)(F)F)C)C(=O)NC1=CC(=NC=C1)C(=O)N (2R,3R,4R,5S)-4-[[3-(3-Methoxy-2-pyridyl)-4,5-dimethyl-5-(trifluoromethyl)tetrahydrofuran-2-carbonyl]amino]pyridin-2-carboxamid